2,2-Bis(3-Aminophenyl)Hexafluoropropane ethyl-(E)-4-[2-[2-[2-[2-[2-[bis(tert-butoxycarbonyl)amino]ethoxy]ethoxy]ethoxy]ethoxy]ethoxy]but-2-enoate C(C)OC(\C=C\COCCOCCOCCOCCOCCN(C(=O)OC(C)(C)C)C(=O)OC(C)(C)C)=O.NC=1C=C(C=CC1)C(C(F)(F)F)(C(F)(F)F)C1=CC(=CC=C1)N